IC1=CC=NC2=CC=CC=C12 4-iodoquinoline